N-(4-aminobutyl)-acetamide hydrochloride Cl.NCCCCNC(C)=O